FC=1C=C(C=CC1)[C@H]([C@@H](CC)O)O 1-(3-fluorophenyl)-(R,R)-1,2-butanediol